ClC1=C(C(=CC=C1)Cl)N1N2C(C3=C(C1=O)C=NC(=N3)NC3=CC(=C(C=C3)N3CCN(CC3)C)C)=NC(=C2)CC 6-(2,6-dichlorophenyl)-2-((3-methyl-4-(4-methylpiperazin-1-yl)phenyl)amino)-9-ethylimidazo[1,2-b]pyrimido[4,5-d]pyridazin-5(6H)-one